C(C(=C)C)(=O)O.C(CCCCCCCC)OCCCCCCCCC monononylether methacrylate